C(C)OC=1C=C(C=C(C1)OCC)C(C)N(C(=O)NC1(CC(C1)(F)F)C(=O)OC)CCCCC1=CC=CC=C1 methyl 1-({[1-(3,5-diethoxyphenyl)ethyl](4-phenylbutyl)carbamoyl}amino)-3,3-difluorocyclobutane-1-carboxylate